methyl 4-ethenyl-1,2-diazinane-3-carboxylate C(=C)C1C(NNCC1)C(=O)OC